C(C)(=O)OC1COC(C1)C(CC)=O 5-propionyltetrahydrofuran-3-yl acetate